NC=1C(=NC(=C(N1)C1=CC=C(C=C1)F)C1=CC(=NC(=C1)C)C)C(=O)NCC1=C(C=CC=C1F)OC(F)F 3-amino-N-(2-(difluoromethoxy)-6-fluorobenzyl)-6-(2,6-dimethylpyridin-4-yl)-5-(4-fluorophenyl)pyrazine-2-carboxamide